ethyl 1-benzyl-4-fluoro-1H-pyrazole-3-carboxylate C(C1=CC=CC=C1)N1N=C(C(=C1)F)C(=O)OCC